3-oxo-1lambda5-benzo[d][1,2]iodaoxole-1,1,1(3H)-triyl triacetate C(C)(=O)OI1(OC(C2=C1C=CC=C2)=O)(OC(C)=O)OC(C)=O